C(C1=CC=CC=C1)OC1=C(C(=NC(=C1)C)[C@@H]1O[C@]([C@H]([C@H]1C1=C(C(=C(C=C1)F)F)OC)C)(C(F)(F)F)C)C(=C)C 4-(Benzyloxy)-2-((2R,3S,4S,5R)-3-(3,4-difluoro-2-methoxyphenyl)-4,5-dimethyl-5-(trifluoromethyl)tetrahydrofuran-2-yl)-6-methyl-3-(prop-1-en-2-yl)pyridine